tert-Butyl 3-[2-(6-methyl-2-pyridyl)ethynyl]-6,8-dihydro-5H-[1,2,4]triazolo[4,3-a]pyrazine-7-carboxylate CC1=CC=CC(=N1)C#CC1=NN=C2N1CCN(C2)C(=O)OC(C)(C)C